(4-(naphthalen-1-yl-(phenyl)amino)phenyl)pinacol borate B(O)(O)O.C1(=CC=CC2=CC=CC=C12)N(C1=CC=C(C=C1)CC(O)(C)C(C)(C)O)C1=CC=CC=C1